2-(3'-tert-butyl-5'-[2-(2-ethylhexyloxy)-carbonylethyl]-2'-hydroxyphenyl)benzotriazole C(C)(C)(C)C=1C(=C(C=C(C1)CCC(=O)OCC(CCCC)CC)N1N=C2C(=N1)C=CC=C2)O